5-[(5-{6-[(3-fluoroazetidin-3-yl)methoxy]-2,3-dihydrofuro[3,2-b]pyridin-7-yl}-1H-pyrazol-3-yl)amino]pyrazine-2-carbonitrile FC1(CNC1)COC=1C(=C2C(=NC1)CCO2)C2=CC(=NN2)NC=2N=CC(=NC2)C#N